4-(5-((2R,3R)-3-(2,4-difluorophenyl)-3-hydroxy-4-(1H-1,2,4-triazol-1-yl)butan-2-yl)isoxazol-3-yl)phenol FC1=C(C=CC(=C1)F)[C@]([C@@H](C)C1=CC(=NO1)C1=CC=C(C=C1)O)(CN1N=CN=C1)O